FC1=C(C=CC2=C1N(C(=N2)C2=CC=C(C=C2)S(=O)(=O)C)C)C2CCN(CC2)C2CC1CCC(C2)N1CCOC 7-fluoro-6-(1-(8-(2-methoxyethyl)-8-azabicyclo[3.2.1]oct-3-yl)piperidin-4-yl)-1-methyl-2-(4-(methylsulfonyl)phenyl)-1H-benzo[d]imidazole